5-[(4-bromopyridin-2-yl)amino]pentan-1-ol BrC1=CC(=NC=C1)NCCCCCO